1,2-dideutero-5-methoxy-1-phenyl-2,3-dihydro-1H-indene [2H]C1(C(CC2=CC(=CC=C12)OC)[2H])C1=CC=CC=C1